BrC1=CC(=C(C=C1)CC=1N(C2=C(N1)C=CC(=C2)C(=O)OC)CCOC)F methyl 2-[(4-bromo-2-fluoro-phenyl)methyl]-3-(2-methoxyethyl)benzimidazole-5-carboxylate